FC(OC1=CC=C(C=C1)S(=O)(=O)NCC1(CCC1)C1=CC(=CC=C1)C(F)(F)F)(F)F 4-(trifluoromethoxy)-N-((1-(3-(trifluoromethyl)phenyl)cyclobutyl)methyl)benzenesulfonamide